ClC=1C=NN(C1)C(C(=O)N1[C@@H](C[C@H](C1)O)C(=O)NCC1=CC=C(C=C1)C1=C(N=CS1)C)C (2S,4R)-1-(2-(4-chloro-1H-pyrazol-1-yl)propanoyl)-4-hydroxy-N-(4-(4-methylthiazol-5-yl)benzyl)pyrrolidine-2-carboxamide